(3R,2'S)-3-[(cyclopentylhydroxyphenylacetyl)oxy]-1,1-dimethylpyrrolidinium C1(CCCC1)C(C(=O)O[C@H]1C[N+](CC1)(C)C)(C1=CC=CC=C1)O